(4R,5S)-4-ethynyl-2,2-dimethyl-5-((E)-oct-1-en-1-yl)-1,3-dioxolane C(#C)[C@H]1OC(O[C@H]1\C=C\CCCCCC)(C)C